C(#N)C=1C=C(C(=NC1)OCC1=NC=CC(=N1)O[C@@H]1C[C@@H](N(CC1)CC1=NC2=C(N1CC1OCC1)C=C(C=C2F)C(=O)O)C)F {[(2S,4S)-4-[(2-{[(5-Cyano-3-fluoropyridin-2-yl)oxy]methyl}pyrimidin-4-yl)oxy]-2-methylpiperidin-1-yl]methyl}-4-fluoro-1-[(oxetan-2-yl)methyl]-1H-1,3-benzodiazole-6-carboxylic acid